8-(4-chloro-2-fluorophenyl)-6-(4-(2-fluoroethyl)-3-(1-methyl-1H-pyrazol-4-yl)piperazin-1-yl)-2,3-dimethylpyrimido[5,4-d]pyrimidin-4(3H)-one ClC1=CC(=C(C=C1)C1=NC(=NC2=C1N=C(N(C2=O)C)C)N2CC(N(CC2)CCF)C=2C=NN(C2)C)F